ClC=1C=C(C(=O)NC(C(=O)O)CC2=CC(NC3=CC=CC=C23)=O)C=CC1Cl 2-(3,4-dichlorobenzoylamino)-3-(1,2-dihydro-2-oxo-4-quinolyl)propionic acid